CC1(C2C(N(C(C12)=O)CC1=CC2=NC=CC(=C2S1)C1=NC(=CC(=C1NC(=O)C1CNC1)C)C(F)(F)F)=O)C N-(2-(2-((6,6-dimethyl-2,4-dioxo-3-azabicyclo[3.1.0]hexan-3-yl)methyl)thieno[3,2-b]pyridin-7-yl)-4-methyl-6-(trifluoromethyl)pyridin-3-yl)azetidine-3-carboxamide